[Pb].[Ag].[Sn] tin-silver lead